C(C)(C)N([C@H]1C[C@H]([C@H](CC1)N1C([C@H](CC1)NC1=NC=NC2=CC=C(C=C12)C(F)(F)F)=O)CCC)C (S)-1-((1S,2R,4R)-4-(isopropyl(methyl)amino)-2-propylcyclohexyl)-3-((6-(trifluoromethyl)quinazolin-4-yl)amino)pyrrolidin-2-one